6-(methylthio)-3,4-dihydronaphthalene-1(2H)-one CSC=1C=C2CCCC(C2=CC1)=O